benzyl (S)-3-(benzylamino)-4-oxo-4-[(6-oxo-6-{[2-({α-D-mannopyranosyl-(1→3)-[α-D-mannopyranosyl-(1→6)]-α-D-mannopyranosyl}oxy)ethyl]amino}hexyl)amino]butanoate C(C1=CC=CC=C1)N[C@@H](CC(=O)OCC1=CC=CC=C1)C(NCCCCCC(NCCO[C@@H]1[C@@H](O)[C@@H](O[C@@H]2[C@@H](O)[C@@H](O)[C@H](O)[C@H](O2)CO)[C@H](O)[C@H](O1)CO[C@@H]1[C@@H](O)[C@@H](O)[C@H](O)[C@H](O1)CO)=O)=O